6-bromo-7-nitro-1,2,3,4-tetrahydroisoquinoline BrC=1C=C2CCNCC2=CC1[N+](=O)[O-]